NC=1N(C(=C(N1)Cl)C=O)C 2-AMINO-4-CHLORO-1-METHYL-1H-IMIDAZOLE-5-CARBALDEHYDE